tert-butyl (4R)-4-[(5-benzyloxy-2-methyl-furo[2,3-c]pyridine-3-carbonyl) amino]-3,3-difluoropyrrolidine-1-carboxylate C(C1=CC=CC=C1)OC=1C=C2C(=CN1)OC(=C2C(=O)N[C@H]2C(CN(C2)C(=O)OC(C)(C)C)(F)F)C